C(C)(C)NC(N(C1=NC2=CC(=CC=C2N=C1)C=1C=NC(=CC1C)OCCCN1CCCCC1)C)=O 3-isopropyl-1-methyl-1-(7-(4-methyl-6-(3-(piperidin-1-yl)propoxy)pyridin-3-yl)quinoxalin-2-yl)urea